C(C=C)(=O)O.C(C=C)(=O)O.C(C=C)(=O)O.C(O)C(CC)(CO)CO.C(O)C(CC)(CO)CO di(trimethylolpropane) tri-acrylate